tert-butyl (R)-((3-(5-(4-chloro-3-fluorophenyl)-2-(4,4-difluoroazepan-1-yl)-4-methylnicotinamido)phenyl)(methyl)(oxo)-λ6-sulfaneylidene)carbamate ClC1=C(C=C(C=C1)C=1C=NC(=C(C(=O)NC=2C=C(C=CC2)[S@](=O)(C)=NC(OC(C)(C)C)=O)C1C)N1CCC(CCC1)(F)F)F